2-(methyl-sulfonyl)-5-vinylbenzoyl chloride CS(=O)(=O)C1=C(C(=O)Cl)C=C(C=C1)C=C